FC=1C=C(OC=2C=C(C(=O)OC)C=C(C2)[N+](=O)[O-])C=C(C1)F Methyl 3-(3,5-difluorophenoxy)-5-nitrobenzoate